CN1N=CC=2CNC3=C(SC21)C=CC=C3 1-Methyl-4,5-dihydro-1H-benzo[b]pyrazolo[4,3-f][1,4]-thiazepine